C(=O)(OC(C)(C)C)N1CC(C1)CO N-boc-3-hydroxymethylazetidine